CC(CCCC(C(=O)O)=C)C 6-methyl-2-methyleneheptanoic acid